[NH4+].[NH4+].P(=O)(OC(C(=O)OC1=C(C(=CC(=C1)CCCCC)O)[C@H]1[C@@H](CCC(=C1)C)C(=C)C)(C)C)([O-])[O-] 1-(((1'r,2'r)-6-hydroxy-5'-methyl-4-pentyl-2'-(prop-1-en-2-yl)-1',2',3',4'-tetrahydro-[1,1'-biphenyl]-2-yl) oxy)-2-methyl-1-oxoprop-2-yl phosphate di-ammonium salt